cyclohexylmethanesulfonamide C1(CCCCC1)CS(=O)(=O)N